benzyl N-[(1S,2S)-2-[[4-[1-(benzenesulfonyl)-6-(3,5-dimethylisoxazol-4-yl) pyrrolo[2,3-b]pyridin-3-yl]-5-(trifluoromethyl) pyrimidin-2-yl] amino] cyclobutyl]-N-ethyl-carbamate C1(=CC=CC=C1)S(=O)(=O)N1C=C(C=2C1=NC(=CC2)C=2C(=NOC2C)C)C2=NC(=NC=C2C(F)(F)F)N[C@@H]2[C@H](CC2)N(C(OCC2=CC=CC=C2)=O)CC